6-(1-Isopropyl-1H-pyrazol-3-yl)-3-(3-methoxypropyl)-5-methyl-2-(1-methyl-1H-imidazol-2-yl)thieno[2,3-d]pyrimidin-4(3H)-one C(C)(C)N1N=C(C=C1)C1=C(C2=C(N=C(N(C2=O)CCCOC)C=2N(C=CN2)C)S1)C